C1=NC=C(C2=CC=CC=C12)N1C(N(C[C@@H]1C#N)C1=NC(=NC=C1OC)C(F)(F)F)=O (R)-3-(isoquinolin-4-yl)-1-(5-methoxy-2-(trifluoromethyl)pyrimidin-4-yl)-2-oxoimidazolidine-4-carbonitrile